C(C)(C)(C)N1CC(C1)CCCCNC1=C2C(N(C(C2=CC=C1)=O)C1C(NC(CC1)=O)=O)=O tert-Butyl-3-(4-((2-(2,6-dioxopiperidin-3-yl)-1,3-dioxoisoindolin-4-yl)amino)butyl)azetidine